(S)-1-(2-cyclopropyl-4-(quinolin-4-yl)phenoxy)-2,4-dimethylpentan-2-amine C1(CC1)C1=C(OC[C@](CC(C)C)(N)C)C=CC(=C1)C1=CC=NC2=CC=CC=C12